CC1=NOC(=C1C1=CC(=C(C=C1)NC1CCC(CC1)(O)C)[N+](=O)[O-])C (1s,4s)-4-((4-(3,5-dimethylisoxazol-4-yl)-2-nitrophenyl)amino)-1-methylcyclohexanol